[N+](=O)([O-])C1=CC=C(C=C1)OC(=O)N1C2CC(CC1CC2)=O 3-oxo-8-azabicyclo[3.2.1]Octane-8-carboxylic acid 4-nitrophenyl ester